FC=1C=C(C#N)C=C(C1)OC1=CC=C(C=2[S@@](C([C@@H](C21)F)(F)F)=O)C(F)(F)F 3-fluoro-5-(((1S,3R)-2,2,3-trifluoro-1-oxido-7-(trifluoromethyl)-2,3-dihydrobenzo[b]thiophen-4-yl)oxy)benzonitrile